4-(2-cyano-4-fluoro-phenyl)sulfanyl-6-[5-methyl-1-(4-methylenecyclohexyl)pyrazol-4-yl]pyrazolo[1,5-a]pyridine-3-carbonitrile C(#N)C1=C(C=CC(=C1)F)SC=1C=2N(C=C(C1)C=1C=NN(C1C)C1CCC(CC1)=C)N=CC2C#N